(R)-1-(4'-(5-(3-(1-(4-fluorophenyl)ethyl)ureido)-4-methyl-1H-1,2,3-triazol-1-yl)-[1,1'-biphenyl]-4-yl)cyclopropane-1-carboxylic acid FC1=CC=C(C=C1)[C@@H](C)NC(NC1=C(N=NN1C1=CC=C(C=C1)C1=CC=C(C=C1)C1(CC1)C(=O)O)C)=O